CSCCCCC[C@@H](C(=O)O)N The molecule is an L-polyhomomethionine in which there are five methylene groups between the alpha-carbon and sulfur atoms. It is a L-polyhomomethionine and a trihomomethionine. It is a tautomer of a L-trihomomethionine zwitterion.